Cl.CNC1CC=2C(=C(SC2)C)CC1 N,1-dimethyl-4,5,6,7-tetrahydro-2-benzothiophen-5-amine hydrochloride